2-Amino-2-hydroxymethyl-1,3-propandiol NC(CO)(CO)CO